1-(prop-1-en-2-yl)-1H-pyrazole-4-carboxylic acid ethyl ester C(C)OC(=O)C=1C=NN(C1)C(=C)C